N-(indan-2-ylideneamino)carbamic acid tert-butyl ester C(C)(C)(C)OC(NN=C1CC2=CC=CC=C2C1)=O